6-chloro-3-{[(1-ethyl-2-oxo-1,2-dihydropyridin-3-yl)amino]methyl}-1,2-dihydroquinolin-2-one ClC=1C=C2C=C(C(NC2=CC1)=O)CNC=1C(N(C=CC1)CC)=O